NCCC(CC[Si](OCC)(OCC)C)N 3-(2-aminoethyl)-aminopropyl-methyl-diethoxysilane